(R)-N-(4-(3-((8-fluoroquinazolin-2-yl)amino)pyrrolidine-1-carbonyl)phenyl)acrylamide FC=1C=CC=C2C=NC(=NC12)N[C@H]1CN(CC1)C(=O)C1=CC=C(C=C1)NC(C=C)=O